ClC1=C(C=CC=C1)C1=NC=2N(C(N(C(C2N1C1=CC=C(C=C1)Cl)=O)CC(=O)N)=O)CC1=CC=C(C=C1)CC1OC(OC1)(C)C 2-[8-(2-chlorophenyl)-7-(4-chlorophenyl)-3-([4-[(2,2-dimethyl-1,3-dioxolan-4-yl)methyl]phenyl]methyl)-2,6-dioxopurin-1-yl]acetamide